(Z)-3-fluoro-4-((4-(methylsulfonyl)phenyl)sulfonyl)but-2-en-1-amine F\C(=C/CN)\CS(=O)(=O)C1=CC=C(C=C1)S(=O)(=O)C